FC(CCS)(F)F 3,3,3-trifluoro-1-propanethiol